C(CCCCCCCCCCCCCCC)(=O)OCCCOC(CCCCCCCCCCCCCCC)=O propane-1,3-diyl dipalmitate